dimethyl-2-(4-hydroxy-2,2,6,6-tetramethyl-1-piperidyl)ethanol succinate C(CCC(=O)O)(=O)O.CC(CN1C(CC(CC1(C)C)O)(C)C)(O)C